FC(C(=O)O)(F)F.ClC=1C(=C(C=CC1)N1CC=2N=C(N=C(C2CC1)N1C[C@@H](N(CC1)C(=O)OCC1=CC=CC=C1)CC#N)S(=O)C)C(F)(F)F benzyl (2S)-4-(7-(3-chloro-2-(trifluoromethyl)phenyl)-2-(methylsulfinyl)-5,6,7,8-tetrahydropyrido[3,4-d]pyrimidin-4-yl)-2-(cyanomethyl)piperazine-1-carboxylate 2,2,2-trifluoroacetate